1,4-dihydroxy-2-naphthalenyl-coa OC1=C(C=C(C2=CC=CC=C12)O)SCCNC(CCNC([C@@H](C(COP(OP(OC[C@@H]1[C@H]([C@H]([C@@H](O1)N1C=NC=2C(N)=NC=NC12)O)OP(=O)(O)O)(=O)O)(=O)O)(C)C)O)=O)=O